N-(4-(4-amino-7-(4-aminocyclohexyl)pyrrolo[2,1-f][1,2,4]triazin-5-yl)phenyl)-1-isopropyl-2,4-dioxo-3-phenyl-1,2,3,4-tetrahydropyrimidine-5-carboxamide NC1=NC=NN2C1=C(C=C2C2CCC(CC2)N)C2=CC=C(C=C2)NC(=O)C=2C(N(C(N(C2)C(C)C)=O)C2=CC=CC=C2)=O